FC=1C=CC2=C(CCO2)C1CNC1=NC=C(C=2N1C=NN2)C=2C=1N(C(=CC2)N2CCN(CC2)C)N=CN1 N-((5-fluoro-2,3-dihydrobenzofuran-4-yl)methyl)-8-(5-(4-methylpiperazin-1-yl)-[1,2,4]triazolo[1,5-a]pyridin-8-yl)-[1,2,4]triazolo[4,3-c]pyrimidin-5-amine